(3-(pentafluoro-λ6-sulfanyl)phenyl)methylamine FS(C=1C=C(C=CC1)CN)(F)(F)(F)F